NC=1C=C2C=C(N(C2=CC1)CC(F)F)C(=O)OCC Ethyl 5-amino-1-(2,2-difluoroethyl)-1H-indole-2-carboxylate